O=C1NC(CCC1N1C(C2=CC=CC(=C2C1)OCCCCCCC=1N=NN(C1)C1=CC=C(C(=O)NC2CC(C2)OC2=CC(=C(C=C2)C#N)Cl)C=C1)=O)=O 4-[4-(6-{[2-(2,6-dioxopiperidin-3-yl)-1-oxo-2,3-dihydro-1H-isoindol-4-yl]oxy}hexyl)-1H-1,2,3-triazol-1-yl]-N-[(1r,3r)-3-(3-chloro-4-cyanophenoxy)cyclobutyl]benzamide